5,5,6,6,7,7,8,8,8-Nona-fluorooctyl ((((2R,3S,5R)-5-(6-amino-2-fluoro-9H-purin-9-yl)-2-ethynyl-3-hydroxytetrahydrofuran-2-yl)methoxy)(phenoxy)phosphoryl)-L-phenylalaninate NC1=C2N=CN(C2=NC(=N1)F)[C@H]1C[C@@H]([C@@](O1)(C#C)COP(=O)(OC1=CC=CC=C1)N[C@@H](CC1=CC=CC=C1)C(=O)OCCCCC(C(C(C(F)(F)F)(F)F)(F)F)(F)F)O